C12(CC(C1)C2)NC([C@@H](CCCC)NC(OC(C)(C)C)=O)=O tert-butyl (R)-(1-(bicyclo[1.1.1]pentan-1-ylamino)-1-oxohexan-2-yl)carbamate